2-{[(1S)-1-{4-[(4,4-Difluoropiperidin-1-yl)methyl]phenyl}ethyl]amino}-8-(2-methoxyethyl)pyrido[2,3-d]pyrimidin-7(8H)-on FC1(CCN(CC1)CC1=CC=C(C=C1)[C@H](C)NC=1N=CC2=C(N1)N(C(C=C2)=O)CCOC)F